N-(4-(5-chloropyridin-3-yl)phenyl)-2-(2-(cyclopropanesulfonamido)thiazol-4-yl)-2-methylpropanamide ClC=1C=C(C=NC1)C1=CC=C(C=C1)NC(C(C)(C)C=1N=C(SC1)NS(=O)(=O)C1CC1)=O